BrC1=C(C=CC=C1)C1=CN=C(S1)C1=CC2=C(N(N=N2)C(C)C)C=C1 5-(2-bromophenyl)-2-(1-isopropylbenzotriazol-5-yl)thiazole